C(=CCCCCCCCCCCCCCCCC)N1C(=C(C(C2=C(C=C(C=C12)OC)OC)=O)OC)C1=CC(=C(C=C1)OC)OC N-octadecenyl-2-(3,4-dimethoxyphenyl)-3,5,7-trimethoxyquinolin-4-one